ClC=1C=C(C=CC1)C1N(C[C@H](N(C1)C(C(C)C)=O)C)C(=O)OC(C)(C)C (5R)-tert-butyl 2-(3-chlorophenyl)-4-isobutyryl-5-methylpiperazine-1-carboxylate